ClC=1C=CC(=C(C1)C1=NOC(=N1)[C@@H]1C([C@H]1C1=CC=C(C=C1)S(=O)(=O)N)(C)C)OC(C)C 4-[(1S,3S)-3-{3-[5-chloro-2-(propan-2-yloxy)phenyl]-1,2,4-oxadiazol-5-yl}-2,2-dimethylcyclopropyl]benzenesulfonamide